ClC=1C(N(N=CC1NC1CNC(C1)=O)CC1=NC(=NO1)CCC1=CC=C(C=C1)Cl)=O 4-chloro-2-((3-(4-chlorophenethyl)-1,2,4-oxadiazol-5-yl)methyl)-5-((5-oxopyrrolidin-3-yl)amino)pyridazin-3(2H)-one